C1(=CC=CC=C1)C=C[SiH3] Phenylvinylsilane